6-[8-[[1-(2-aminoethyl)-5-fluoro-7,8-dihydro-6H-cyclopenta[e]benzotriazol-7-yl]methyl]-2-keto-1-oxa-3,8-diazaspiro[4.5]decan-3-yl]-4H-pyrazino[2,3-b][1,4]oxazin-3-one NCCN1N=NC2=C1C1=C(C(=C2)F)CC(C1)CN1CCC2(CN(C(O2)=O)C2=NC3=C(OCC(N3)=O)N=C2)CC1